6-(morpholin-4-yl)pyridine-2-carbonitrile N1(CCOCC1)C1=CC=CC(=N1)C#N